N-(4-(2-(2-Aminopyridin-3-yl)-5-phenyl-3H-imidazo[4,5-b]pyridin-3-yl)benzyl)-6-cyanopyrimidine-4-carboxamide NC1=NC=CC=C1C1=NC=2C(=NC(=CC2)C2=CC=CC=C2)N1C1=CC=C(CNC(=O)C2=NC=NC(=C2)C#N)C=C1